2-{2,8-dimethylimidazo[1,2-b]pyridazin-6-yl}-6-[(3R,5S)-3,5-dimethylpiperazin-1-yl]-1,8-naphthyridine CC=1N=C2N(N=C(C=C2C)C2=NC3=NC=C(C=C3C=C2)N2C[C@H](N[C@H](C2)C)C)C1